COC(=O)C=1N=C(SC1C)N1CC(N(CC1)C(=O)C1=CC=C2C(=N1)C(CN2C2=CC(=C(C=C2)Cl)F)(C)C)(C)C 2-(4-(1-(4-chloro-3-fluorophenyl)-3,3-dimethyl-2,3-dihydro-1H-pyrrolo[3,2-b]pyridine-5-carbonyl)-3,3-dimethylpiperazin-1-yl)-5-methylthiazole-4-carboxylic acid methyl ester